[Li].[S].[P].[Cr] chromium phosphorus sulfur lithium